4-amino-1-tert-butoxycarbonyl-4-piperidinecarboxylic acid NC1(CCN(CC1)C(=O)OC(C)(C)C)C(=O)O